C(C)(C)(C)OC(=O)N[C@H]1CSC2=C(NC1=O)C=C(C=C2)C(=O)NNC(=O)C2(CN(CCC2)C(=O)OCC2=CC=CC=C2)F benzyl 3-[[[(3R)-3-(tert-butoxycarbonylamino)-4-oxo-3,5-dihydro-2H-1,5-benzothiazepine-7-carbonyl] amino] carbamoyl]-3-fluoro-piperidine-1-carboxylate